FC1(CN(CC1)C1=NC=CC(=C1NC(=O)C=1C=NC(=NC1)C(C)C)C1=CCCOC1)F N-(2-(3,3-difluoropyrrolidin-1-yl)-4-(3,6-dihydro-2H-pyran-5-yl)-pyridin-3-yl)-2-isoprop-ylpyrimidine-5-carboxamide